CCCCN1CCNCC1 3-methyl-propyl-piperazine